2-fluoro-N-(4-methyl-3-(2-((1-methyl-1H-pyrazol-4-yl)amino)-8,9-dihydroimidazo[1',2':1,6]pyrido[2,3-d]pyrimidin-6-yl)phenyl)benzamide formate salt C(=O)O.FC1=C(C(=O)NC2=CC(=C(C=C2)C)C2=CC3=C(N=C(N=C3)NC=3C=NN(C3)C)N3C2=NCC3)C=CC=C1